beta-alanyl-L-valyl-N5-carbamoyl-N-[4-(2,5-dioxo-2,5-dihydro-1H-pyrrol-1-yl)phenyl]-L-ornithinamid NCCC(=O)N[C@@H](C(C)C)C(=O)N[C@@H](CCCNC(N)=O)C(=O)NC1=CC=C(C=C1)N1C(C=CC1=O)=O